CSC=1N=CC2=C(N1)N=C(C=C2C#C[Si](C(C)C)(C(C)C)C(C)C)N2C(NCC21CCCC1)=O 1-[2-(methylsulfanyl)-5-[2-(triisopropylsilyl)ethynyl]pyrido[2,3-d]pyrimidin-7-yl]-1,3-diazaspiro[4.4]nonan-2-one